1-(oxan-2-yl)indazole O1C(CCCC1)N1N=CC2=CC=CC=C12